3-(6-Amino-1-(4-Nitrobenzyl)-1H-Pyrazolo[3,4-d]Pyrimidine-4-Yl)-2-Methylbenzonitrile NC1=NC(=C2C(=N1)N(N=C2)CC2=CC=C(C=C2)[N+](=O)[O-])C=2C(=C(C#N)C=CC2)C